NC1=NC(=CC(N1)=O)N 2,6-DIAMINO-3,4-DIHYDROPYRIMIDIN-4-ONE